C(C(=C)C)(=O)OCCC(C)OC(C(=C)C)=O 1,3-BUTYLENE GLYCOL DIMETHACRYLATE